CC1=C(C=C(C(=C1)O)C(C)(C)C)C(CC(C)C1=C(C=C(C(=C1)C(C)(C)C)O)C)C1=C(C=C(C(=C1)C(C)(C)C)O)C 1,1,3-Tris-(2'-methyl-4'-hydroxy-5'-t-butylphenyl)-butane